C(C)(C)(C)OC(CNC(CN(C(CN1N=C(C=2C(=CC=CC12)C1=C(C=C2C=NN(C2=C1)C)F)C1CCN(CC1)C(CCC(=O)O)=O)=O)C)=O)=O 4-(4-(1-(2-((2-((2-(tert-butoxy)-2-oxoethyl)amino)-2-oxoethyl)(methyl)amino)-2-oxoethyl)-5'-fluoro-1'-methyl-1H,1'H-[4,6'-biindazol]-3-yl)piperidin-1-yl)-4-oxobutanoic acid